The molecule is an oligomycin with formula C45H74O10 that is oligomycin A in which the hydroxy group that is alpha- to a macrolide keto group has been replaced by a hydrogen. It is an inhibitor of the mitochondrial F1F0 ATP synthase. It has a role as an EC 3.6.3.14 (H(+)-transporting two-sector ATPase) inhibitor. It is an oligomycin, a tetrol and a diketone. CC[C@@H]\\1CC[C@H]2[C@H]([C@H]([C@@H]([C@]3(O2)CC[C@@H]([C@@H](O3)C[C@@H](C)O)C)C)OC(=O)/C=C/[C@@H]([C@H]([C@@H](C(=O)[C@@H]([C@H]([C@@H](C(=O)[C@H]([C@H]([C@@H](C/C=C/C=C1)C)O)C)C)O)C)C)O)C)C